N-[2-hydroxy-6-[8-methyl-2-[4-(4-methylpiperazin-1-yl)anilino]-7-oxo-pyrido[2,3-d]pyrimidin-6-yl]oxy-phenyl]prop-2-enamide OC1=C(C(=CC=C1)OC1=CC2=C(N=C(N=C2)NC2=CC=C(C=C2)N2CCN(CC2)C)N(C1=O)C)NC(C=C)=O